(4-(1-(2-hydroxyethyl)-4-(trifluoromethyl)-1H-imidazol-2-yl)benzyl)-2-(2-isopropylphenyl)-7-methyl-7,9-dihydro-8H-purin-8-one OCCN1C(=NC(=C1)C(F)(F)F)C1=CC=C(CN2C3=NC(=NC=C3N(C2=O)C)C2=C(C=CC=C2)C(C)C)C=C1